2-(6-chloro-3-fluoropyridin-2-yl)-2-methylpropanamide ClC1=CC=C(C(=N1)C(C(=O)N)(C)C)F